S-[2-[(E)-tert-butylsulfinyliminomethyl]-6-methyl-phenyl] ethanethioate C(C)(SC1=C(C=CC=C1C)/C=N/S(=O)C(C)(C)C)=O